CC1(CCCCC1)NCCC (Methylcyclohexyl)aminopropan